CC1=C(C=C(C=C1)C=1C(=O)NC(C1)=O)C=1C(=O)NC(C1)=O (4-methyl-1,3-phenylene)bismaleimide